2-(piperidin-4-yl)-4-(trifluoromethyl)pyridine hydrochloride Cl.N1CCC(CC1)C1=NC=CC(=C1)C(F)(F)F